ClC=1C(=C(C=CC1)NC1=NC=NC2=CC(=C(C=C12)N)C#CC1(CN(CC1)C)C)F N4-(3-chloro-2-fluorophenyl)-7-((1,3-dimethylpyrrolidin-3-yl)ethynyl)quinazoline-4,6-diamine